copper-iron alloyl-cerium oxide [O-2].C(C=C)(=O)[Ce+2].[Fe+2].[Cu+2].[O-2].[O-2]